1-(2-ethylbenzo[d]thiazol-5-yl)ethan-1-one C(C)C=1SC2=C(N1)C=C(C=C2)C(C)=O